[4-(3-tert-butyl-1,2,4-triazol-1-yl)-3-methyl-phenyl]-[4-(5-chlorooxazolo[4,5-b]pyridin-2-yl)piperazin-1-yl]methanone C(C)(C)(C)C1=NN(C=N1)C1=C(C=C(C=C1)C(=O)N1CCN(CC1)C=1OC=2C(=NC(=CC2)Cl)N1)C